C(C)(C)C1=C(O[Al](C)C)C(=CC=C1)C(C)C (2,6-diisopropyl)phenoxydimethylaluminum